2-nitrobenzylacrylat [N+](=O)([O-])C1=C(COC(C=C)=O)C=CC=C1